(S)-2-amino-3-(4-(3-oxo-3,4-dihydro-2H-benzo[b][1,4]oxazin-6-yl)phenyl)propanoic acid N[C@H](C(=O)O)CC1=CC=C(C=C1)C1=CC2=C(OCC(N2)=O)C=C1